5,10,15,20-tetrakis(4-methoxyphenyl)porphin iron chloride [Fe](Cl)Cl.COC1=CC=C(C=C1)C=1C2=CC=C(N2)C(=C2C=CC(C(=C3C=CC(=C(C=4C=CC1N4)C4=CC=C(C=C4)OC)N3)C3=CC=C(C=C3)OC)=N2)C2=CC=C(C=C2)OC